FC=1C=C(C=CC1)NC=1N=CC2=C(N1)N1C(C(=C2)C=2C=C(C=CC2C)NC(C2=NC=CC(=C2)C(F)(F)F)=O)=NCC1 N-(3-(2-((3-fluorophenyl)amino)-8,9-dihydroimidazo[1',2':1,6]pyrido[2,3-d]pyrimidin-6-yl)-4-methylphenyl)-4-(trifluoromethyl)picolinamide